C(C)(C)(C)OC(C(C)NCC=1C=C2C(=CN(C2=CC1)C1=NOC(=N1)C1=NOC2=C1CCC(C2)(C)C)Cl)=O (((3-chloro-1-(5-(6,6-dimethyl-4,5,6,7-tetrahydrobenzo[d]isoxazol-3-yl)-1,2,4-oxadiazol-3-yl)-1H-indol-5-yl)methyl)amino)propanoic acid tert-butyl ester